β-L-allofuranose O[C@@H]1[C@@H](O)[C@@H](O)[C@@H](O1)[C@@H](O)CO